3,4-Dimethyl-decan-4-ol CC(CC)C(CCCCCC)(O)C